C12(CC3CC(CC(C1)C3)C2)C=2C(=CC(=C(C2)C(CCC2=C(C=C(C=C2)O)O)=O)OC)OC 1-(5-adamantan-1-yl-2,4-dimethoxyphenyl)-3-(2,4-dihydroxyphenyl)propan-1-one